CC1=C(C=NC=2OCCNC21)NC2=C(C(NC=C2)=O)C(=O)NC2=CC=C(C=C2)N2CCN(CC2)C2(COC2)C 4-((8-methyl-2,3-dihydro-1H-pyrido[2,3-b][1,4]oxazin-7-yl)amino)-N-(4-(4-(3-methyloxetan-3-yl)piperazin-1-yl)phenyl)-2-oxo-1,2-dihydropyridine-3-carboxamide